4-oxo-N-(pyridin-3-ylmethyl)-2-(pyridin-4-yl)-3,4-dihydrothieno[3,4-d]pyrimidine-7-carboxamide O=C1C=2C(N=C(N1)C1=CC=NC=C1)=C(SC2)C(=O)NCC=2C=NC=CC2